C(C(C)C)NC(O)=O.C(N)(OCC(C)C)=O isobutyl carbamate (isobutyl carbamate)